azetidin-1-carboxylate N1(CCC1)C(=O)[O-]